FC(COC=1C=CC2=C(C(=C(O2)C)C(=O)O)C1)F 5-(2,2-difluoroethoxy)-2-methylbenzofuran-3-carboxylic acid